FC1CC2[C@H]3CCCN3C3=CCN4NCC(CNCCCNC2NC1)C4N3 (6R)-9-fluoro-2,11,13,17,21,22,25-heptaazapentacyclo[17.5.2.02,6.07,12.022,26]hexacosen